6-chloro-5-(difluoromethoxy)-2-isopropylpyrimidin-4-amine ClC1=C(C(=NC(=N1)C(C)C)N)OC(F)F